C(C1CO1)OC1=CC=C(C=C1)OCC1CO1 1,4-Bis(glycidyloxy)benzol